ClC1=C(C=C(C=C1)NC(NC1CCC=2NC3=CC=C(C=C3C2C1)C(=O)NC1CC1)=O)C(F)(F)F 3-(3-(4-chloro-3-trifluoromethylphenyl)ureido)-N-cyclopropyl-2,3,4,9-tetrahydro-1H-carbazole-6-carboxamide